SCCC(=O)O.SCCC(=O)O.SCCC(=O)O.C(O)C(CC)(CO)CO trimethylolpropane tri-(3-mercaptopropionate)